(2E)-1-[2-(4-chloro-3-ethylphenyl)-3-(pyridin-4-yl)-6,7-dihydropyrazolo[1,5-a]pyrazin-5(4H)-yl]-4-(dimethylamino)but-2-en-1-one ClC1=C(C=C(C=C1)C1=NN2C(CN(CC2)C(\C=C\CN(C)C)=O)=C1C1=CC=NC=C1)CC